COC1=CC=C(C=C1)NC(=O)[C@H]1[C@@H](CC[C@H](C1)C)C(C)C (1r,2s,5r)-N-(4-methoxyphenyl)-5-methyl-2-(1-methylethyl)-cyclohexanecarboxamide